BrC=1N(C=C(N1)C(F)(F)F)C(C)C 2-bromo-1-isopropyl-4-(trifluoromethyl)-1H-imidazole